C1(=CC=C(C=C1)NC=1C=C(C=CC1)C1=CC=CC=C1)C1=CC=CC=C1 N-([1,1'-biphenyl]-4-yl)-[1,1'-biphenyl]-3-amine